COC(=O)C1=C(NC(=C1)C1=C2C(=NC=C1)N(C=C2)S(=O)(=O)C2=CC=CC=C2)C2=C(C(=CC=C2)F)Cl Methyl-2-(2-chloro-3-fluorophenyl)-5-[1-(phenylsulfonyl)-1H-pyrrolo[2,3-b]pyridin-4-yl]-1H-pyrrole-3-carboxylate